(3-fluoro-5-(1-(6-(trifluoromethyl)pyridin-3-yl)-1H-pyrazol-4-yl)phenyl)methylamine hydrochloride Cl.FC=1C=C(C=C(C1)C=1C=NN(C1)C=1C=NC(=CC1)C(F)(F)F)CN